2-(((2S,4R)-1-(5,6-diphenyl-pyrazin-2-yl)-2-methylpiperidin-4-yl)oxy)acetic acid C1(=CC=CC=C1)C=1N=CC(=NC1C1=CC=CC=C1)N1[C@H](C[C@@H](CC1)OCC(=O)O)C